5-(3-oxo-3-(2-oxo-2,5-dihydro-1H-pyrrol-1-yl)prop-1-en-1-yl)benzoate O=C(C=CC=1C=CC=C(C(=O)[O-])C1)N1C(C=CC1)=O